C(C)(=O)C1C(OC(OC1=O)(C)C)=O 5-acetyl-2,2-dimethyl-1,3-dioxane-4,6-dione